2-(trimethylsilyl)ethyl-3-(((R)-3-((tert-butoxycarbonyl)amino)but-1-yn-1-yl)thio)pyrrolidine-1-carboxylate C[Si](CCOC(=O)N1CC(CC1)SC#C[C@@H](C)NC(=O)OC(C)(C)C)(C)C